FC(OC=1C=C(OC2=NC=C(C=N2)N2C(NC=3C2=NC=CC3)=O)C=CC1)(F)F 3-[2-[3-(trifluoromethoxy)phenoxy]pyrimidin-5-yl]-1H-imidazo[4,5-b]pyridin-2-one